ClC1=C(C=C2C(CCOC2=C1)S(=O)(=O)C)C=O 7-chloro-4-(methylsulfonyl)chroman-6-carbaldehyde